NC1=C(C2=NC3=CC=CC=C3N=C2C=C1)N Diamino-phenazin